N-ethyl ethyl carbamate CCNC(=O)OCC